CN(C)CC1=C(C=CC(=N1)NC=1C=CC(=C2CNC(C12)=O)C1=CN=C2N1C=CC(=C2)F)N2C[C@H](OCC2)C(C)(C)O (S)-7-((6-((dimethyl-amino)methyl)-5-(2-(2-hydroxy-propan-2-yl)morpholino)pyridin-2-yl)amino)-4-(7-fluoro-imidazo[1,2-a]pyridin-3-yl)isoindolin-1-one